CC=1C(=NC(=NC1)NC1=CC=C(C=C1)N1CCN(CC1)C)NC1=C(C=C(C=C1)Cl)NS(=O)(=O)CCC 5-Methyl-N4-[4-chloro-(3-propanesulfonamido)phenyl]-N2-[4-(4-methylpiperazin-1-yl)phenyl]pyrimidine-2,4-diamine